ClC1=NC=C(C(=C1)C1=C(C=NC(=C1)C)C(=O)NC=1SC(=NN1)OCC1CN(CC1)C)OC 2'-chloro-5'-methoxy-6-methyl-N-(5-((1-methylpyrrolidin-3-yl)methoxy)-1,3,4-thiadiazol-2-yl)-(4,4'-bipyridine)-3-carboxamide